(R)-N-(2-((5-trifluoromethylpyridin-2-yl)oxy)propyl)-5-chloro-2-methyl-6-difluoromethylpyrimidin-4-amine FC(C=1C=CC(=NC1)O[C@@H](CNC1=NC(=NC(=C1Cl)C(F)F)C)C)(F)F